IC=1N=C2N(C=CC=C2[N+](=O)[O-])C1CC(F)(F)F 2-iodo-8-nitro-3-(2,2,2-trifluoroethyl)imidazo[1,2-a]pyridine